ClC(=C[C@H]1C([C@@H]1C(=O)OCC1=C(C(=C(C(=C1F)F)CC#C)F)Cl)(C)C)Cl 2-chloro-4-propargyl-3,5,6-trifluorobenzyl (1R)-trans-3-(2,2-dichloro-1-ethenyl)-2,2-dimethylcyclopropanecarboxylate